CN(CCC1=CN(C2=CC=C(C=C12)OC)C([C@H](C(C)C)NC(OC(C)(C)C)=O)=O)C (S)-tert-butyl (1-(3-(2-(dimethylamino)ethyl)-5-methoxy-1H-indol-1-yl)-3-methyl-1-oxobutan-2-yl)carbamate